NC1=CC=CC(=N1)S(=O)(=O)NC(=O)C=1C(=NC(=CC1)C1=C(C(=CC=C1)C)OC)OC1=C(C=C(C=C1C)C)C N-[(6-Amino-2-pyridyl)sulfonyl]-6-(2-methoxy-3-methylphenyl)-2-(2,4,6-trimethylphenoxy)pyridin-3-carboxamid